rel-3-(5-(difluoromethyl)-1,3,4-thiadiazol-2-yl)-8-((2R,5R)-5-ethyl-2-(hydroxymethyl)morpholino)-N-(1-methylcyclopropyl)imidazo[1,5-a]pyridine-6-sulfonamide FC(C1=NN=C(S1)C1=NC=C2N1C=C(C=C2N2C[C@@H](OC[C@H]2CC)CO)S(=O)(=O)NC2(CC2)C)F |o1:18,21|